3-(4-acetylthiazol-2-yl)bicyclo[1.1.1]Pentane-1-carboxylic acid methyl ester COC(=O)C12CC(C1)(C2)C=2SC=C(N2)C(C)=O